2-oxo-3-(pyridine-4-yl)propyl-3,3-difluorocyclobutane-1-carboxylate O=C(COC(=O)C1CC(C1)(F)F)CC1=CC=NC=C1